S(=O)=NC(C1=C(C=CC=C1)N)=O SULFINYL-AMINOBENZAMIDE